Cl.COC1=C(C=CC(=C1)CNC(CCCC\C=C\C(C)C)=O)C(N(C(C)C)CC)C(=O)O (E)-2-methoxy-4-((8-methylnon-6-enamido)methyl)phenyl-N-ethyl-N-isopropylglycine hydrochloride